FC(C1=NN(C=C1NC(=O)C=1N=C(OC1)C=1C=NN(C1)C)C1=CC=C(C=C1)C=O)F 4-N-[3-(difluoromethyl)-1-(4-formylphenyl)pyrazol-4-yl]-2-(1-methylpyrazol-4-yl)oxazole-4-carboxamide